1-(3,4-dimethoxyphenyl)propan-2-amine COC=1C=C(C=CC1OC)CC(C)N